BrC1=CC=C2C3=C(N(C2=C1)C(F)F)CN(CC3)C 7-Bromo-9-(difluoromethyl)-2-methyl-2,3,4,9-tetrahydro-1H-pyrido[3,4-b]indole